1-(4-(4-amino-7-butyl-7H-pyrrolo[2,3-d]pyrimidin-5-yl)phenyl)-3-(5-tert-butyl-isoxazol-3-yl)urea NC=1C2=C(N=CN1)N(C=C2C2=CC=C(C=C2)NC(=O)NC2=NOC(=C2)C(C)(C)C)CCCC